4-chloro-1,3-phenylenediisocyanate ClC1=C(C=C(C=C1)N=C=O)N=C=O